COC=1C(=C2C=CN(C2=C(C1)C)C(=O)OC(C)(C)C)CN1[C@@H](CN(CC1)CC=1OC=CN1)C1=CC=C(C=C1)C(=O)OC tert-Butyl (R)-5-methoxy-4-((2-(4-(methoxycarbonyl)phenyl)-4-(oxazol-2-ylmethyl)piperazin-1-yl)methyl)-7-methyl-1H-indole-1-carboxylate